(2'S,3R)-2'-[3-[(E)-2-[4-[[(2S,6R)-2,6-dimethylmorpholin-4-yl]methyl]phenyl]ethenyl]-1H-indazol-6-yl]-5-methoxyspiro[1H-indole-3,1-cyclopropane]-2-one C[C@H]1CN(C[C@H](O1)C)CC1=CC=C(C=C1)/C=C/C1=NNC2=CC(=CC=C12)[C@H]1[C@@]2(C1)C(NC1=CC=C(C=C12)OC)=O